C(CCC)[Sn](C1=CCCCC1)(CCCC)CCCC tributyl-(cyclohexen-1-yl)stannane